2-chloro-3-fluoro-4-(4-methylpiperazin-1-yl)aniline ClC1=C(N)C=CC(=C1F)N1CCN(CC1)C